tert-butyl 3-(2-(methylthio)pyrimidine-5-carboxamido)propanoate CSC1=NC=C(C=N1)C(=O)NCCC(=O)OC(C)(C)C